(S)-7-((6-((dimethyl-amino)methyl)-5-(2-(methoxymeth-yl)morpholino)pyridin-2-yl)amino)-4-(1-methyl-1H-pyrrolo[2,3-b]pyridin-4-yl)-2,3-dihydro-1H-pyrrolo[3,4-c]pyridin-1-one CN(C)CC1=C(C=CC(=N1)NC=1C2=C(C(=NC1)C1=C3C(=NC=C1)N(C=C3)C)CNC2=O)N2C[C@H](OCC2)COC